C(=O)C1=NC2=CC=C(C=C2C=C1)CNC(CN1CCOCC1)=O N-((2-formylquinolin-6-yl)methyl)-2-morpholinoacetamide